4-(2-bromoacetyl)picolinonitrile BrCC(=O)C1=CC(=NC=C1)C#N